FC(C=O)(F)F.N1CCC2(CC1)[C@@H](C1=CC=CC=C1C2)N[S@](=O)C(C)(C)C (R)-N-((S)-1,3-dihydrospiro[indene-2,4'-piperidin]-1-yl)-2-methylpropane-2-sulfinamide compound with 2,2,2-trifluoroacetaldehyde